methyl 6-(4-(3,3-dimethyl-5'-(3,4,5-trifluorophenyl)-5',6'-dihydrospiro[cyclobutane-1,7'-pyrrolo[2,3-b]pyrazine]-2'-carbonyl)-3,3-dimethylpiperazin-1-yl)-2,4-dimethylnicotinate CC1(CC2(CN(C3=NC=C(N=C32)C(=O)N3C(CN(CC3)C3=NC(=C(C(=O)OC)C(=C3)C)C)(C)C)C3=CC(=C(C(=C3)F)F)F)C1)C